(S)-3,3,3-trifluoro-1-((S)-2-methylpyrrolidin-2-yl)propan-1-ol FC(C[C@H](O)[C@]1(NCCC1)C)(F)F